CC1(C(N(C2=CC=CC=C12)C(=O)OC(C)(C)C)C(=O)OCC=C)C 1-tert-butyl 2-allyl 3,3-dimethylindoline-1,2-dicarboxylate